CN(C(CN1C(NC2=NC=C(C=C21)C=2SC(=CC2)C(F)(F)F)=O)=O)C N,N-dimethyl-2-(2-oxo-6-(5-(trifluoromethyl)thiophen-2-yl)-2,3-dihydro-1H-imidazo[4,5-B]pyridin-1-yl)acetamide